C(C)(C)(C)OC(=O)N1CC2=CC(=CC=C2CC1C(=O)O)O 2-tert-butoxycarbonyl-7-hydroxy-3,4-dihydro-1H-isoquinoline-3-carboxylic acid